The molecule is a triphosphate ion. It is a conjugate base of a triphosphate(3-). It is a conjugate acid of a triphosphate(5-). OP(=O)(OP(=O)([O-])[O-])OP(=O)([O-])[O-]